P([O-])([O-])O.[Ca+2].C(C)(C)(C)C=1C=C(CP(O)(O)OCC)C=C(C1O)C(C)(C)C.C(C)(C)(C)C=1C=C(CP(O)(O)OCC)C=C(C1O)C(C)(C)C bis[3,5-di-tert-butyl-4-hydroxybenzyl (ethoxy) phosphonite] calcium phosphite